di(3-acetoxy-2-hydroxypropyl) ether C(C)(=O)OCC(COCC(COC(C)=O)O)O